4-hydroxymethyl-2,6,7-trioxa-1-phosphabicyclo[2.2.2]octane OCC12COP(OC1)OC2